{1-[1-(3-fluoro-4-pyridin-4-ylbenzoyl)piperidin-4-yl]-3-[4-(7H-pyrrolo[2,3-d]pyrimidin-4-yl)-1H-pyrazol-1-yl]azetidin-3-yl}acetonitrile FC=1C=C(C(=O)N2CCC(CC2)N2CC(C2)(N2N=CC(=C2)C=2C3=C(N=CN2)NC=C3)CC#N)C=CC1C1=CC=NC=C1